C1(CCCCCC1)NC=1NC(/C(/N1)=C/C=1C=C2C=NC=NC2=CC1)=O (4Z)-2-(Cycloheptylamino)-4-(quinazolin-6-ylmethylene)-1H-imidazol-5-one